N[C@H]1CN(CC1)C1=NC(=NC2=C1OCC[C@H](N2)C(C)C)N (S)-4-((R)-3-Aminopyrrolidin-1-yl)-8-isopropyl-6,7,8,9-tetrahydropyrimido[5,4-b][1,4]oxazepin-2-amine